3-(3-(4-fluorophenyl)-1H-pyrazol-5-yl)propan-1-ol FC1=CC=C(C=C1)C1=NNC(=C1)CCCO